CC1(CC(C(NC1)=O)CC=1C=CC=2N(N1)C=C(N2)[C@@H](NC(=O)C2=CC=NN2CC)C2CCC(CC2)C)C N-((1S)-(6-((5,5-dimethyl-2-oxopiperidin-3-yl)methyl)imidazo[1,2-b]pyridazin-2-yl)((1r,4S)-4-methylcyclohexyl)methyl)-1-ethyl-1H-pyrazole-5-carboxamide